(1S,2R)-2-amino-2-cyclopropyl-1-(4-fluorophenyl)ethan-1-ol Hydrobromide Br.N[C@@H]([C@@H](O)C1=CC=C(C=C1)F)C1CC1